CC1(OCCO1)C 2,2-dimethyl-1,3-dioxolan